[(2R)-2-[(2-chloroacetyl)amino]pent-4-enyl] 2-chloroacetate ClCC(=O)OC[C@@H](CC=C)NC(CCl)=O